Methyl 4-[3-(2-chloro-4-fluorobenzoyl)-2,4-dihydro-1,3-benzoxazin-8-yl]-5-fluoro-2-morpholin-4-ylbenzoate ClC1=C(C(=O)N2COC3=C(C2)C=CC=C3C3=CC(=C(C(=O)OC)C=C3F)N3CCOCC3)C=CC(=C1)F